2-(2-((2-((2-(4-(trifluoromethoxy)phenyl)-1H-benzo[d]imidazol-1-yl)methyl)phenoxy)methyl)cyclopropyl)acetic acid FC(OC1=CC=C(C=C1)C1=NC2=C(N1CC1=C(OCC3C(C3)CC(=O)O)C=CC=C1)C=CC=C2)(F)F